6-(2,2,2-trifluoroethoxy)benzonitrile FC(COC1=CC=CC=C1C#N)(F)F